NC1CC=2C(=CC(=C(C2CC1)OC)C#N)OC 6-amino-1,4-dimethoxy-5,6,7,8-tetrahydronaphthalene-2-carbonitrile